methyl 5-mercapto-1H-imidazole-4-carboxylate SC1=C(N=CN1)C(=O)OC